C(C)(C)(C)OC(=O)N1OC(C[C@H]1C=1C=NC(=C(C1)C#N)C)O (3S)-3-(5-cyano-6-methyl-3-pyridinyl)-5-hydroxy-isoxazolidine-2-carboxylic acid tert-butyl ester